C(C)C1=CC=C(C=CC=O)C=C1 p-ethyl-cinnamaldehyde